C1(CCCCC1)CN(CCN1C2CC(CC1CC2)C=2C=C(C(=O)N)C=CC2)C([C@H](CO)O)=O 3-[(3-endo)-8-(2-{(Cyclohexylmethyl)[(2S)-2,3-dihydroxypropanoyl]amino}ethyl)-8-azabicyclo[3.2.1]oct-3-yl]benzamide